COC(CN1C(NC(=CC1=O)N[C@@H](C)C1=CC=CC=C1)=O)=O (S)-2-(2,6-dioxo-4-((1-phenylethyl)amino)-3,6-dihydropyrimidin-1(2H)-yl)acetic acid methyl ester